methyl (2S)-5-(5-aminopyrimidin-4-yl)-2-{[(tert-butoxy)carbonyl] amino}pentanoate NC=1C(=NC=NC1)CCC[C@@H](C(=O)OC)NC(=O)OC(C)(C)C